C1(CC1)[C@H](C)NC(=O)C1=NNC(=C1)C=1C=C(C=CC1)C=1OC(=CN1)C(=O)N[C@H](C(=O)OCC)C(C)C (S)-Ethyl 2-(2-(3-(3-(((S)-1-cyclopropylethyl) carbamoyl)-1H-pyrazol-5-yl) phenyl) oxazole-5-carboxamido)-3-methylbutyrate